CN1C(C=C(C=C1)OCC12CN(C(C1)(C2)C(=O)OC)C(=O)OCC2=CC=CC=C2)=O 2-O-Benzyl 1-O-methyl 4-[(1-methyl-2-oxopyridin-4-yl)oxymethyl]-2-azabicyclo[2.1.1]hexane-1,2-dicarboxylate